COC=1C(=C2C=CNC2=C(C1)C)C[C@H]1[C@@H](CN(CC1)CC(F)(F)F)C1=CC=C(C(=O)O)C=C1 4-((3R,4R)-4-((5-methoxy-7-methyl-1H-indol-4-yl)methyl)-1-(2,2,2-trifluoroethyl)piperidin-3-yl)benzoic acid